3-aminopropylmethylsilanol NCCC[SiH](O)C